ICC1=CC=C(C=C1)CI 1,4-diiodomethylbenzene